CCCCCCCCOP(=O)([O-])OCC[N+](C)(C)C O-(octylphosphoryl)choline